5-(1-(2,2-difluoroethyl)-1H-benzo[d][1,2,3]triazol-6-yl)-N-((3S,4S)-3-fluoro-1-(oxetan-3-yl-3-d)piperidin-4-yl)-4-methoxypyrrolo[2,1-f][1,2,4]triazin-2-amine FC(CN1N=NC2=C1C=C(C=C2)C=2C=CN1N=C(N=C(C12)OC)N[C@@H]1[C@H](CN(CC1)C1(COC1)[2H])F)F